Diethyl (4-(8-(3-methylphenethyl)-2,6-dioxo-1-(prop-2-yn-1-yl)-1,2,6,7-tetrahydro-3H-purin-3-yl)butyl)phosphonate CC=1C=C(CCC2=NC=3N(C(N(C(C3N2)=O)CC#C)=O)CCCCP(OCC)(OCC)=O)C=CC1